4-methyl-2'-hydroxy-4'-methoxy-3'-(ethylpiperazin-1-yl)methyl-chalcone CC1=CC=C(C=C1)\C=C\C(=O)C1=C(C(=C(C=C1)OC)CN1C(CNCC1)CC)O